Methyl-3-amino-2-oxo-1-(1-phenyl-1,2,3,4-tetrahydroquinolin-7-yl)-1,2-dihydrothieno[2,3-b]pyrazine-6-carboxylate COC(=O)C1=CC2=C(N=C(C(N2C2=CC=C3CCCN(C3=C2)C2=CC=CC=C2)=O)N)S1